6-amino-N-(2-((tert-butyldimethylsilyl)oxy)ethyl)-3-(4'-chloro-1',2'-dihydrospiro[cyclobutane-1,3'-pyrrolo[2,3-b]pyridin]-5'-yl)-2-fluoro-N-methylbenzamide NC1=CC=C(C(=C1C(=O)N(C)CCO[Si](C)(C)C(C)(C)C)F)C=1C(=C2C(=NC1)NCC21CCC1)Cl